ClC1=NNC=C1C(C(=O)N)(C)S(=O)(=O)C (3-chloro-1H-pyrazol-4-yl)-2-(methylsulfonyl)propanamide